2-(4-(1-methyl-1H-pyrazol-4-yl)-7H-pyrrolo[2,3-d]pyrimidin-5-yl)thieno[3,2-c]pyridine CN1N=CC(=C1)C=1C2=C(N=CN1)NC=C2C2=CC=1C=NC=CC1S2